BrCC(=O)C=1C(OC2=CC=CC=C2C1)=O 3-bromoacetylcoumarin